5-(2,5-dimethoxyphenyl)-4-(4-fluorobenzoyl)-3-hydroxy-1-[3-(4-morpholinyl)propyl]-1,5-dihydro-2H-pyrrol-2-one COC1=C(C=C(C=C1)OC)C1C(=C(C(N1CCCN1CCOCC1)=O)O)C(C1=CC=C(C=C1)F)=O